CC1(CCC1)C(=O)ON1C(CCC2=CC=C(C=C12)CCN1CCN(CC1)C1=CC(=CC2=C1C=CS2)F)=O (7-(2-(4-(6-fluorobenzothiophen-4-yl) piperazin-1-yl) ethyl)-2-oxo-3,4-dihydroquinolin-1(2H)-yl) methylcyclobutanecarboxylate